{8-fluoro-2-[4-(3-methoxyphenyl)piperazin-1-yl]-3-[2-ethoxy-5-(trifluoromethyl)phenyl]-3,4-dihydroquinazolin-4-yl}acetic acid FC=1C=CC=C2C(N(C(=NC12)N1CCN(CC1)C1=CC(=CC=C1)OC)C1=C(C=CC(=C1)C(F)(F)F)OCC)CC(=O)O